C(C)C(CO)C(CCC)O 2-Ethylhexan-1,3-diol